N-(2-(2-(2-(4-(4-(methylamino)styryl)phenoxy)ethoxy)ethoxy)ethyl)acetamide CNC1=CC=C(C=CC2=CC=C(OCCOCCOCCNC(C)=O)C=C2)C=C1